O=S1(CC(C=C1)NC(CCN1C(SC(C1=O)=CC=1OC=CC1)=O)=O)=O N-(1,1-Dioxo-2,3-dihydro-1H-1lambda*6*-thiophen-3-yl)-3-(5-furan-2-ylmethylene-2,4-dioxo-thiazolidin-3-yl)-propionamide